5-amino-6-(((1-(tetrahydro-2H-pyran-2-yl)-1H-pyrazol-4-yl)methyl)amino)picolinic acid NC=1C=CC(=NC1NCC=1C=NN(C1)C1OCCCC1)C(=O)O